6-ethynyl-4-(2-furyl)-2-pyrimidinylamine C(#C)C1=CC(=NC(=N1)N)C=1OC=CC1